3-methyl-4,4'-diaminobenzanilide CC=1C=C(C(=O)NC2=CC=C(C=C2)N)C=CC1N